O=C(NCC(=O)O)CNC(CNC(CNC(CNC(CCCC(=O)O)=O)=O)=O)=O 4,7,10,13,16-pentaoxo-3,6,9,12,15-pentaazaeicosan-1,20-dioic acid